(E)-3-(3-(4-((4-(1H-pyrazol-4-yl)phenyl)amino)-5-methylpyrimidin-2-yl)phenyl)-N-Cyclopropylacrylamide N1N=CC(=C1)C1=CC=C(C=C1)NC1=NC(=NC=C1C)C=1C=C(C=CC1)/C=C/C(=O)NC1CC1